F[C@@H]1C(CCCC1)N[C@@H]1[C@H](CCCC1)CC=1C=C2CN(C(C2=CC1)=O)C1C(NC(CC1)=O)=O 3-(5-(((1R,2S)-2-(((2S)-2-fluorocyclohexyl)amino)cyclohexyl)methyl)-1-oxoisoindolin-2-yl)piperidine-2,6-dione